octadeca-9,12,15-trien-ate C(CCCCCCCC=CCC=CCC=CCC)(=O)[O-]